FC1=CC2=C(N(C3=CC(=CC=C23)OC)CCCN2CCNCC2)C(=N1)C 3-fluoro-7-methoxy-1-methyl-9-(3-(piperazin-1-yl)propyl)-9H-pyrido[3,4-b]indole